[Pb+2].[N+](=O)([O-])[O-].[Zn+2].[N+](=O)([O-])[O-].[N+](=O)([O-])[O-].[N+](=O)([O-])[O-] zinc nitrate lead (II)